N1=C(C=CC=C1)NC1=NC=NC=C1 N-(pyridin-2-yl)pyrimidine-4-amine